FC1=C(C#N)C=CC(=C1)C=1N=C(N(C(C1C1=CC(=C(C=C1)OC)F)=O)C)N1CCNCC1 2-fluoro-4-[5-(3-fluoro-4-methoxy-phenyl)-1-methyl-6-oxo-2-piperazin-1-yl-1,6-dihydro-pyrimidin-4-yl]-benzonitrile